methyl O-acetyl-N-(O-acetyl-N-(4-(4-((tert-butoxycarbonyl)amino)phenyl)thiazole-2-carbonyl)-L-seryl)-L-serinate C(C)(=O)OC[C@H](NC([C@@H](NC(=O)C=1SC=C(N1)C1=CC=C(C=C1)NC(=O)OC(C)(C)C)COC(C)=O)=O)C(=O)OC